tert-Butyl 4-(3-(2-amino-4-(2-fluoro-4-(2-(4-fluorophenyl)-3-oxo-2,3-dihydropyridazine-4-carboxamido)phenoxy)pyridine-3-yl)prop-2-ynyl)piperidine-1-carboxylate NC1=NC=CC(=C1C#CCC1CCN(CC1)C(=O)OC(C)(C)C)OC1=C(C=C(C=C1)NC(=O)C=1C(N(N=CC1)C1=CC=C(C=C1)F)=O)F